C1(=[C-]C=CC=C1)\C=C\C(=O)C1=CC=CC=C1 chalconid